6-bromo-5-methoxy-1-methylindazole BrC1=C(C=C2C=NN(C2=C1)C)OC